1-Ethyl-3-butylpyrrolium fluorid [F-].C(C)[NH+]1C=C(C=C1)CCCC